C(C)(C)(C)OC(NC12CCC(CC1)(CC2)CN2N=C(C=1CN(CCC12)C=1C2=C(N=C(N1)C)NC=C2)C)=O (4-((3-methyl-5-(2-methyl-7H-pyrrolo[2,3-d]pyrimidin-4-yl)-4,5,6,7-tetrahydro-1H-pyrazolo[4,3-c]pyridin-1-yl)methyl)bicyclo[2.2.2]oct-1-yl)carbamic acid tert-butyl ester